N-(2-Fluoro-2-methylpropyl)-5-(3-methylimidazo[1,2-b]pyridazin-6-yl)-7H-pyrrolo[2,3-d]pyrimidin-2-amine FC(CNC=1N=CC2=C(N1)NC=C2C=2C=CC=1N(N2)C(=CN1)C)(C)C